N-(4-aminophenyl)crotonamide NC1=CC=C(C=C1)NC(\C=C\C)=O